[3-(triethylsilyl)propyl]-benzene C(C)[Si](CCCC1=CC=CC=C1)(CC)CC